2,2,4-trimethyl-dihydroquinoline CC1(NC2=CC=CC=C2C(C1)C)C